6-chloro-N-(3-methyl-4-((1-methyl-1H-benzo[d]imidazol-5-yl)methyl)phenyl)pyrido[3,2-d]pyrimidin-4-amine ClC=1C=CC=2N=CN=C(C2N1)NC1=CC(=C(C=C1)CC1=CC2=C(N(C=N2)C)C=C1)C